C(C)(C)(C)OC(=O)N1[C@@H](CC(CC1)C#C)C1=CC=C(C=C1)C(=O)OC (2S)-4-ethynyl-2-(4-(methoxycarbonyl)phenyl)piperidine-1-carboxylic acid tert-butyl ester